3,4-diamino-2-chlorobenzoic acid methyl ester COC(C1=C(C(=C(C=C1)N)N)Cl)=O